benzyl (1-(5-(4,4-difluoropiperidin-3-yl)-2-oxo-1,2-dihydropyridin-3-yl)ethyl)carbamate FC1(C(CNCC1)C=1C=C(C(NC1)=O)C(C)NC(OCC1=CC=CC=C1)=O)F